C(C)OC(=O)C1CC(C(CC1)N=[N+]=[N-])NC(=O)OCC1=CC=CC=C1.C(CCC)#N ButaneNitrile ethyl-4-azido-3-(benzyloxycarbonylamino)cyclohexanecarboxylate